C(C)N1N=C(C=C1C1=NN(C(=N1)C1=NC(=CC2=C1C=NN2C)C(=O)N)C)C 4-[3-(1-ethyl-3-methyl-1H-pyrazol-5-yl)-1-methyl-1H-1,2,4-triazol-5-yl]-1-methyl-1H-pyrazolo[4,3-c]pyridine-6-carboxamide